methylbicyclo[2.2.1]heptane-2,3-dicarboxylic anhydride CC12C3C(C(CC1)C2)C(=O)OC3=O